[N+](#[C-])C(C)(C)C1=CC=C(C=C1)N1C(OCC=2C=NC3=CC=C(C=C3C12)C=1C=NC2=CC=CC=C2C1)=O 4-[4-(1-Isocyano-1-methyl-ethyl)-phenyl]-6-quinolin-3-yl-1,4-dihydro-2-oxa-4,9-diaza-phenanthren-3-one